FC1=CC=2NC(C=CC2OC2=C1C=CC(=C2)C(=O)OC)=O methyl 10-fluoro-2-oxo-1,2-dihydrobenzo[6,7]oxepino[3,2-b]pyridine-7-carboxylate